CN1N=C(C=C1)C=1C(=CC(=NC1)NC(C)=O)NC1=NC(=CC(=C1)C1=CC=CC=C1)S(=O)(=O)C N-(5-(1-methyl-1H-pyrazol-3-yl)-4-((6-(methylsulfonyl)-4-phenylpyridin-2-yl)amino)pyridin-2-yl)acetamide